ClC=1C=CC=2N(C1CO)C=NC2 (6-chloroimidazo[1,5-a]pyridin-5-yl)methanol